4-amino-1-cyclopentyl-N-(4-(phenylamino)phenyl)-1H-pyrazolo[3,4-d]pyrimidine-3-carboxamide NC1=C2C(=NC=N1)N(N=C2C(=O)NC2=CC=C(C=C2)NC2=CC=CC=C2)C2CCCC2